2'-methoxy-1,1'-binaphthyl COC1=C(C2=CC=CC=C2C=C1)C1=CC=CC2=CC=CC=C12